3-((2-chloroethyl)sulfonyl)-N-((2-(6-((cis)-2,6-dimethylmorpholino)-4-fluoropyridin-2-yl)-1,6-naphthyridin-7-yl)methyl)-4-methylbenzamide ClCCS(=O)(=O)C=1C=C(C(=O)NCC2=NC=C3C=CC(=NC3=C2)C2=NC(=CC(=C2)F)N2C[C@@H](O[C@@H](C2)C)C)C=CC1C